(2-methyl-1,3-dioxolan-2-yl)benzoic acid methyl ester COC(C1=C(C=CC=C1)C1(OCCO1)C)=O